N-(4-((4-((difluoro-methoxy)methyl)-4-phenethylpiperidin-1-yl)methyl)phenyl)acetamide FC(OCC1(CCN(CC1)CC1=CC=C(C=C1)NC(C)=O)CCC1=CC=CC=C1)F